pentane-1,5-bis(olate) C(CCCC[O-])[O-]